cobalt (III) bis(trifluoromethane)sulfonimide salt [N-](S(=O)(=O)C(F)(F)F)S(=O)(=O)C(F)(F)F.[Co+3].[N-](S(=O)(=O)C(F)(F)F)S(=O)(=O)C(F)(F)F.[N-](S(=O)(=O)C(F)(F)F)S(=O)(=O)C(F)(F)F